7-bromo-2-(1-ethyl-1H-pyrazol-4-yl)[1,2,4]triazolo[1,5-c]quinazolin BrC1=CC=CC=2C=3N(C=NC12)N=C(N3)C=3C=NN(C3)CC